2'-deoxy-2'-fluoroadenosine F[C@H]1[C@@H](O[C@@H]([C@H]1O)CO)N1C=NC=2C(N)=NC=NC12